tert-butyl (S)-4-(6-((2-bromo-4-(methoxycarbonyl)benzyl)oxy)pyridin-2-yl)-2-methylpiperazine-1-carboxylate BrC1=C(COC2=CC=CC(=N2)N2C[C@@H](N(CC2)C(=O)OC(C)(C)C)C)C=CC(=C1)C(=O)OC